3-chloro-5-cyano-2-picolinic acid ClC=1C(=NC=C(C1)C#N)C(=O)O